ClC1=NC(=CC(=C1)OC(C)C)C(C)(F)F 2-chloro-6-(1,1-difluoroethyl)-4-isopropoxypyridine